COC(C1=C(C=C(C=C1)O)O)=O 2,4-dihydroxy-benzoic acid methyl ester